BrC1=NC=C(C2=CC=CC=C12)C bromo-4-methylisoquinoline